CN(S(N[C@H]1CCC2=CC=C(C(N2[C@H]1COC1CCC(CC1)C1=C(C=CC=C1)C)=O)C)(=O)=O)C |r| rac-N,N-dimethyl-N'-[(3S,4R)-7-methyl-4-({[(1s,4S)-4-(2-methylphenyl)cyclohexyl]oxy}methyl)-6-oxo-1,3,4,6-tetrahydro-2H-quinolizin-3-yl]sulfuric diamide